1-(4-phenyl-3,4-dihydroquinoxaline-1(2H)-yl)-2-(piperidin-1-yl)propan-1-one C1(=CC=CC=C1)N1CCN(C2=CC=CC=C12)C(C(C)N1CCCCC1)=O